trans-Methyl 4-((4-(2-cyclopropylthiazol-5-yl)pyridin-2-yl)((trans-4-(4-methoxy-3-methylphenyl)cyclohexyl)methyl)-carbamoyl)cyclohexanecarboxylate C1(CC1)C=1SC(=CN1)C1=CC(=NC=C1)N(C(=O)[C@@H]1CC[C@H](CC1)C(=O)OC)C[C@@H]1CC[C@H](CC1)C1=CC(=C(C=C1)OC)C